C1=CC=C(C=C1)C2=C(C(=O)C3=CC=CC=C3O2)OC4[C@@H]([C@H]([C@H]([C@H](O4)CO)O)O)O The molecule is a glycosyloxyflavone that is flavonol substituted by a beta-D-galactopyranosyl moiety at position 3 vis a glycosidic linkage. It is a D-galactoside, a monosaccharide derivative and a glycosyloxyflavone. It derives from a flavonol.